N(C#N)C(C)(C)C1=NN(C=2N(C([C@@H]([C@@H](C21)C2=CC=C(C=C2)F)NC(C2=CC(=CC=C2)C(F)(F)F)=O)=O)CC)C2=CC=CC=C2 |r| rac-N-((4R,5R)-3-(2-cyanamidopropan-2-yl)-7-ethyl-4-(4-fluorophenyl)-6-oxo-1-phenyl-4,5,6,7-tetrahydro-1H-pyrazolo[3,4-b]pyridin-5-yl)-3-(trifluoromethyl)benzamide